rac-N-{(6S,7S)-7-[([1,1'-biphenyl]-3-yl)methyl]-2-ethyl-4,5,6,7-tetrahydropyrazolo[1,5-a]pyridin-6-yl}methanesulfonamide C1(=CC(=CC=C1)C[C@H]1[C@H](CCC=2N1N=C(C2)CC)NS(=O)(=O)C)C2=CC=CC=C2 |r|